3-(N-hydroxycarbamimidoyl)-6,8-di-tert-butyl-2H-benzopyran ONC(=N)C=1COC2=C(C1)C=C(C=C2C(C)(C)C)C(C)(C)C